(S)-methyl 2-((4-(6-((4-chloro-2-fluorobenzyl)oxy)pyridin-2-yl)-1H-pyrazol-1-yl)methyl)-1-(oxetan-2-ylmethyl)-1H-benzo[d]imidazole-6-carboxylate ClC1=CC(=C(COC2=CC=CC(=N2)C=2C=NN(C2)CC2=NC3=C(N2C[C@H]2OCC2)C=C(C=C3)C(=O)OC)C=C1)F